C(C)N(CCNC1=CC=C(C=C1)N)CC N1-(2-(diethylamino)ethyl)benzene-1,4-diamine